{4-[9-(piperazin-1-yl)-5,6,7,8-tetrahydroacridin-2-yl]pyridin-2-yl}cyclopropanecarboxamide N1(CCNCC1)C=1C=2CCCCC2N=C2C=CC(=CC12)C1=CC(=NC=C1)C1(CC1)C(=O)N